C(C1=CC=CC=C1)C1N(C(SC1)=S)C(CC)=O 1-(4-Benzyl-2-thioxothiazolidin-3-yl)propan-1-one